N-(2-fluoro-4-(trifluoromethyl)benzyl)cyclopropanamine FC1=C(CNC2CC2)C=CC(=C1)C(F)(F)F